FC1=C(C=CC=C1)C1=CC(=CN1S(=O)(=O)C=1C=NC=CC1)C=O 5-(2-fluorophenyl)-1-(pyridine-3-ylsulfonyl)-1H-pyrrole-3-formaldehyde